C(C)OC(=O)N1C2(C(=C(C(N1C(=O)OCC)(C2C)C)C)C)C 1,4,5,6,7-pentamethyl-2,3-diaza-bicyclo[2.2.1]hept-5-ene-2,3-dicarboxylic acid diethyl ester